(4S)-4-{[(benzyloxy)carbonyl]amino}-5-{[(2S)-1-(benzyloxy)-4-carboxy-1-oxobutan-2-yl]amino}-5-oxopentanoic acid C(C1=CC=CC=C1)OC(=O)N[C@@H](CCC(=O)O)C(=O)N[C@H](C(=O)OCC1=CC=CC=C1)CCC(=O)O